CCCCCCCCCCCCCCCC(OCC(OC(CCCCCCCCCCCCCCC)=O)COC(CCCCCCCCCCCCCCC)=O)=O TriPalmitin